The molecule is trimethylamine in which hydrogen atoms attached to different methyl groups are substituted by 1-naphthyl and 4-tert-butylphenyl groups. It is an inhibitor of squalene epoxidase, an enzyme responsible for the creation of sterols needed in fungal cell membranes, and is used as its hydrochloride salt for treatment of dermatological fungal infections. It has a role as an EC 1.14.13.132 (squalene monooxygenase) inhibitor and an antifungal drug. It is a tertiary amine and a member of naphthalenes. CC(C)(C)C1=CC=C(C=C1)CN(C)CC2=CC=CC3=CC=CC=C32